((2R,3R,4S,5R,6R)-4-(4-(3-fluorophenyl)-1H-1,2,3-triazol-1-yl)-3,5-dihydroxy-6-(hydroxymethyl)tetrahydro-2H-pyran-2-yl)(3-(hydroxymethyl)-4-(4-hydroxyphenyl)piperazin-1-yl)methanone FC=1C=C(C=CC1)C=1N=NN(C1)[C@@H]1[C@H]([C@@H](O[C@@H]([C@@H]1O)CO)C(=O)N1CC(N(CC1)C1=CC=C(C=C1)O)CO)O